O-(2-nitrobenzyl)-L-tyrosine [N+](=O)([O-])C1=C(COC2=CC=C(C[C@H](N)C(=O)O)C=C2)C=CC=C1